C(=C)C(OC(CC1=NC=CC=C1)=O)C[N+](C)(C)C vinyl-pyridineacetylcholine